IC=1C=CC(=NC1)OC 5-iodo-2-methoxypyridine